ClC=1C=C(C=C(C1)NS(=O)(=O)C)NC(=O)C=1C=NN(C1)C1CC2(COC2)C1 N-(3-chloro-5-(methylsulfonamido)phenyl)-1-(2-oxaspiro[3.3]heptan-6-yl)-1H-pyrazole-4-carboxamide